N2-(3-methyl-1-(2,2,2-trifluoroethyl)-1H-pyrazol-4-yl)-N4-(8-methylcinnolin-4-yl)pyridine-2,4-diamine CC1=NN(C=C1NC1=NC=CC(=C1)NC1=CN=NC2=C(C=CC=C12)C)CC(F)(F)F